(6R,13R)-11-fluoro-6,13-dimethyl-6,7,13,14-tetrahydro-1,15-ethenopyrazolo[4,3-f][1,4,8,10]benzoxatriazacyclotridecin-4(5H)-one FC=1C=CC2=C([C@H](NC3=NC4=C(C(N[C@@H](CO2)C)=O)C=NN4C=C3)C)C1